N(=[N+]=[N-])C(C(=O)O)CCCC azido-hexanoic acid